1-[(tert-butoxy)carbonyl]Acridine-3-carboxylic acid C(C)(C)(C)OC(=O)C1=CC(=CC2=NC3=CC=CC=C3C=C12)C(=O)O